N2-(4-(8-methyl-3,8-diazabicyclo[3.2.1]octan-3-yl)phenyl)-N4-(8-methylcinnolin-4-yl)pyrimidine-2,4-diamine CN1C2CN(CC1CC2)C2=CC=C(C=C2)NC2=NC=CC(=N2)NC2=CN=NC1=C(C=CC=C21)C